5-((2-(4-(2-((3-chloro-5-fluorobenzyl)amino)ethyl)-1H-1,2,3-triazol-1-yl)ethyl)amino)benzo[c][2,6]naphthyridine-8-carboxamide ClC=1C=C(CNCCC=2N=NN(C2)CCNC2=NC3=C(C4=CN=CC=C24)C=CC(=C3)C(=O)N)C=C(C1)F